3-(2,4-difluorophenoxy)-7-(1-(4,4-difluoropiperidin-1-yl)ethyl)-1,6-naphthyridine FC1=C(OC=2C=NC3=CC(=NC=C3C2)C(C)N2CCC(CC2)(F)F)C=CC(=C1)F